SC1=NN=C(O1)[C@@H]1CC[C@H](CO1)NC(OC(C)(C)C)=O tert-butyl ((3R,6S)-6-(5-mercapto-1,3,4-oxadiazol-2-yl)tetrahydro-2H-pyran-3-yl)carbamate